N-(4-{[6-(5-chloro-2-fluorophenyl)-3-[(2-hydroxyethyl)sulfanyl]pyridazin-4-yl]amino}pyridin-2-yl)-3-(4-ethylpiperazin-1-yl)cyclobutane-1-carboxamide ClC=1C=CC(=C(C1)C1=CC(=C(N=N1)SCCO)NC1=CC(=NC=C1)NC(=O)C1CC(C1)N1CCN(CC1)CC)F